3-[3-(2,3-dihydroxy-propylamino)-phenyl]-4-(5-fluoro-1-methyl-1h-indol-3-yl)pyrrole-2,5-dione OC(CNC=1C=C(C=CC1)C=1C(NC(C1C1=CN(C2=CC=C(C=C12)F)C)=O)=O)CO